C(CC=CCC)C(OC)OC(CCC=CCC)OC 3-hexenylmethoxymethyl ether